ClC1=CC=C(C(=N1)C1=NN(C=N1)C)NC(C)C=1C=2C3=C(N(C(C2C=C(C1)C)=O)C)N(N=C3)C3CN(C3)C(CO)=O 9-(1-((6-Chloro-2-(1-methyl-1H-1,2,4-triazol-3-yl)pyridin-3-yl)amino)ethyl)-3-(1-(2-hydroxyacetyl)azetidin-3-yl)-4,7-dimethyl-3,4-dihydro-5H-pyrazolo[3,4-c]isoquinolin-5-one